N-(3-chloro-4-(cyclopropylmethoxy)phenyl)propiolamide ClC=1C=C(C=CC1OCC1CC1)NC(C#C)=O